C(C)(C)(C)C=1C=CC(=C(C1)NC(=O)C=1N=NN(C1C)C1=C(C=CC(=C1)OC)OC)O N-(5-(tert-butyl)-2-hydroxyphenyl)-1-(2,5-dimethoxyphenyl)-5-methyl-1H-1,2,3-triazole-4-carboxamide